2-[1-benzyl-(3-indolyl)]cyclohexanone methyl-(R)-3-((1R,3R)-1-(3-bromo-6-fluoro-2-methylphenyl)-3-methyl-1,3,4,9-tetrahydro-2H-pyrido[3,4-b]indol-2-yl)-2-methylpropanoate COC([C@@H](CN1[C@@H](C=2NC3=CC=CC=C3C2C[C@H]1C)C1=C(C(=CC=C1F)Br)C)C)=O.C(C1=CC=CC=C1)N1C=C(C2=CC=CC=C12)C1C(CCCC1)=O